C(C)(C)C1=NC(=C(C(=C1/C=C/C(CC(CC(=O)[O-])O)O)C1=CC=C(C=C1)F)COC)C(C)C (E)-7-[2,6-diisopropyl-4-(4-fluorophenyl)-5-methoxymethyl-pyrid-3-yl]-3,5-dihydroxy-hept-6-enoate